(2S,4R)-1-[(2S)-2-(4-cyclopropyltriazol-1-yl)-3,3-dimethyl-butanoyl]-4-hydroxy-N-[2-hydroxy-3-(1-naphthyloxy)propyl]pyrrolidine-2-carboxamide C1(CC1)C=1N=NN(C1)[C@H](C(=O)N1[C@@H](C[C@H](C1)O)C(=O)NCC(COC1=CC=CC2=CC=CC=C12)O)C(C)(C)C